CON(C(CC1CCC=2N1N=NC2)=O)C N-methoxy-N-methyl-2-{4H,5H,6H-pyrrolo[1,2-c][1,2,3]triazol-6-yl}acetamide